5-propylthiophen C(CC)C1=CC=CS1